tert-Butyl(6-((4-methoxy-3-(5-methoxypyrimidin-2-yl)-5-nitrophenylethoxy)methyl)pyridin-2-yl)amino Formate C(=O)ON(C1=NC(=CC=C1)COCCC1=CC(=C(C(=C1)[N+](=O)[O-])OC)C1=NC=C(C=N1)OC)C(C)(C)C